2-(2-methylindol-5-yl)-6-(1,2,3,6-tetrahydropyridin-4-yl)thiazolo[4,5-b]pyridine hydrochloride Cl.CC=1NC2=CC=C(C=C2C1)C=1SC=2C(=NC=C(C2)C=2CCNCC2)N1